BrC1=C(C(=O)[O-])C=C(C(=C1)C)I bromo-5-iodo-4-methylbenzoate